6-chloro-7-(2-fluoro-6-hydroxyphenyl)-1-(4-methyl-2-(2-propanyl)-3-pyridinyl)-4-((2S)-2-methyl-4-(2-propenoyl)-1-piperazinyl)pyrido[2,3-d]pyrimidin-2(1H)-one ClC1=CC2=C(N(C(N=C2N2[C@H](CN(CC2)C(C=C)=O)C)=O)C=2C(=NC=CC2C)C(C)C)N=C1C1=C(C=CC=C1O)F